COC1=C(C=C(C=C1)S(=O)(=O)C=1NC2=CC=C(C=C2C1C)OC)[N+]1(CCN(CC1)C(C(Cl)(Cl)Cl)=O)[O-] 1-(2-methoxy-5-((5-methoxy-3-methyl-1H-indol-2-yl)sulfonyl)phenyl)-4-(2,2,2-trichloroacetyl)piperazine 1-oxide